O[Si](O)(O)O Monosilicic Acid